(1R,2S,5R)-5-(4-chlorobenzyl)-2-chloromethyl-2-Methyl-1-(1H-1,2,4-triazole-1-ylmethyl)cyclopentanol ClC1=CC=C(C[C@H]2CC[C@]([C@@]2(O)CN2N=CN=C2)(C)CCl)C=C1